1-(7-(8-ethoxy-7-(5-methyl-1H-indazol-4-yl)-2-(1-methylpiperidin-4-yl)-6-vinylquinazolin-4-yl)-2,7-diazaspiro[3.5]non-2-yl)prop-2-en-1-one C(C)OC=1C(=C(C=C2C(=NC(=NC12)C1CCN(CC1)C)N1CCC2(CN(C2)C(C=C)=O)CC1)C=C)C1=C2C=NNC2=CC=C1C